ClC1=C(C=CC=C1)[C@H](C)OC(=O)NC=1C(=NOC1C1=C(C=C(C=N1)NC(=O)C1CCCCC1)F)C (1S,2S)-2-((6-(4-((((R)-1-(2-Chlorophenyl)ethoxy)carbonyl)amino)-3-methylisoxazol-5-yl)-5-fluoropyridin-3-yl)carbamoyl)cyclohexan